(Z)-3-((tert-butylamino)methylene)-6-methyl-2-(1-methyl-1H-indol-3-yl)chroman-4-one C(C)(C)(C)N\C=C/1\C(OC2=CC=C(C=C2C1=O)C)C1=CN(C2=CC=CC=C12)C